COC(C1=CN=C(C=C1C#N)Cl)=O 6-chloro-4-cyanonicotinic acid methyl ester